C(C1=CC=CC=C1)OCCN1CCC(CC1)C1=CC=C(C=C1)C1=C(N(C=C1)S(N)(=O)=O)C(=O)O 3-[4-[1-(2-benzyloxy-ethyl)-4-piperidinyl]phenyl]-1-sulfamoyl-pyrrole-2-carboxylic acid